BrC1=CC(=C(OCCCC(C(=O)O)(C)C)C=C1C)OC 5-(4-bromo-2-methoxy-5-methylphenoxy)-2,2-dimethylpentanoic acid